4,4,4-trifluoro-3-hydroxy-3-methylbutan-2-one FC(C(C(C)=O)(C)O)(F)F